(9R)-9-(4-phenoxyphenyl)-3,4,6,7,8,9-hexahydropyrido[2,1-c][1,2,4]thiadiazine 2,2-dioxide O(C1=CC=CC=C1)C1=CC=C(C=C1)[C@H]1CCCN2C1=NS(CC2)(=O)=O